SCCNC(CNCCS)=O N-(2-Mercaptoethyl)-2-[(2-mercaptoethyl)amino]acetamid